CC(=C)CCCCCCCCC=C 2-methyl-1,11-dodecadiene